[Pt](Cl)(Cl)(Cl)(Cl)(Cl)Cl platinum (VI) chloride